(1R,3S)-3-(5-((2-(2-((1r,3S)-3-aminocyclobutyl)-1,1-difluoroethyl) pyridin-4-yl)amino)-1-(tert-butyl)-1H-pyrazol-3-yl)cyclopentyl (4-nitrophenyl) carbonate C(O[C@H]1C[C@H](CC1)C1=NN(C(=C1)NC1=CC(=NC=C1)C(CC1CC(C1)N)(F)F)C(C)(C)C)(OC1=CC=C(C=C1)[N+](=O)[O-])=O